nitrogen Carbonyl-carbon C(=O)=[C].[N]